ClC1=CC(=C(C=C1)C1(OC2=C(O1)C=CC=C2C2=CC=C(C=1CCOC12)CC1=NC2=C(N1C[C@H]1OCC1)C=C(C=C2)C(=O)O)C)F 2-((7-(2-(4-chloro-2-fluorophenyl)-2-methylbenzo[d][1,3]dioxolan-4-yl)-2,3-dihydrobenzofuran-4-yl)methyl)-1-(((S)-oxetan-2-yl)methyl)-1H-benzo[d]imidazole-6-carboxylic acid